ClC1=C(C(=CC=C1)Cl)C#CC=1C=C2CCC(C2=CC1)N1CCC(CC1)C(=O)O 1-(5-((2,6-dichlorophenyl)ethynyl)-2,3-dihydro-1H-inden-1-yl)piperidine-4-carboxylic acid